N-[3-(3-chloro-4-cyano-phenoxy)-2,2,4,4-tetramethyl-cyclobutyl]-5-[4-(hydroxymethyl)-1-piperidyl]pyrazine-2-carboxamide ClC=1C=C(OC2C(C(C2(C)C)NC(=O)C2=NC=C(N=C2)N2CCC(CC2)CO)(C)C)C=CC1C#N